bis((7-(4-(4-(benzo[b]thiophen-4-yl)piperazin-1-yl)butoxy)quinolin-2-yloxy)methyl)succinate S1C2=C(C=C1)C(=CC=C2)N2CCN(CC2)CCCCOC2=CC=C1C=CC(=NC1=C2)OCOC(CCC(=O)OCOC2=NC1=CC(=CC=C1C=C2)OCCCCN2CCN(CC2)C2=CC=CC=1SC=CC12)=O